OC(COC1=NC(=NC(=N1)C1=C(C=C(C=C1)C)C)C1=C(C=C(C=C1)C)C)COCCCCCCCCCCCCC 2-(2-hydroxy-4-oxaheptadecyloxy)-4,6-bis(2,4-dimethylphenyl)-1,3,5-triazine